COC=1C=C(C=C2CN(C(C12)=O)C1C(NC(CC1)=O)=O)C1=CC=CC=C1 3-(7-methoxy-1-oxo-5-phenylisoindolin-2-yl)piperidine-2,6-dione